FC(OC1=NC=CC(=C1)C(C)NC(=O)NC1CC2(C1)CC(C2)I)F 1-[1-(2-difluoromethoxy-pyridin-4-yl)-ethyl]-3-(6-iodo-spiro[3.3]hept-2-yl)-urea